methyl 2-(6-{[(1R)-1-[3-(difluoromethyl)-2-methylphenyl]prop-2-yn-1-yl]amino}-5-(1,3-dioxolan-2-yl)-2-methylpyrimidin-4-yl)acetate FC(C=1C(=C(C=CC1)[C@@H](C#C)NC1=C(C(=NC(=N1)C)CC(=O)OC)C1OCCO1)C)F